ClC=1C(=NC2=CC(=C(C(=C2C1N[C@H](CC)C1=NC=CC=C1F)F)C=1C=CC(=NC1)P(C)(C)=O)F)C (R)-(5-(3-chloro-5,7-difluoro-4-((1-(3-fluoropyridin-2-yl)propyl)amino)-2-methylquinolin-6-yl)pyridin-2-yl)dimethylphosphine oxide